N=1SN=C2C1C(=CC=C2C2=CC=C(C=C2)C2=NC=CC=1C3=CC=CC=C3C3=CC=CC=C3C21)C2=CC=C(C=C2)C2=NC=CC=1C3=CC=CC=C3C3=CC=CC=C3C21 (benzo[c][1,2,5]thiadiazole-4,7-diylbis(4,1-phenylene))bis(azatriphenylene)